5-propyl-2-[1-[[3-(trifluoromethyl)phenyl]methyl]pyrazol-4-yl]-3H-imidazo[2,1-b]purin-4-one C(CC)N1C=2N(C=3N=C(NC3C1=O)C=1C=NN(C1)CC1=CC(=CC=C1)C(F)(F)F)C=CN2